C1(=CC=CC=C1)C1=NC=CC2=CC=CC=C12.C1(=CC=CC=C1)C1=NC=CC2=CC=CC=C12.[Ir] iridium bis(1-phenyl-isoquinoline)